N1(CCNCC1)C(=O)OS(=O)(=O)C1=C(C=C(C=C1)NC(=O)NCC1=CC=NC=C1)C(C)(C)C tert-butyl-((4-(3-(pyridin-4-ylmethyl) ureido) phenyl) sulfonyl) piperazine-1-carboxylate